NCCCC(CO[Si](OC)(OC)OC)OCC 3-aminopropyltrismethoxy-ethoxyethoxysilane